2-[6-(1-cyanocyclopropyl)-1-oxospiro[3H-isoquinoline-4,1'-cyclopropan]-2-yl]-N-(5-fluoropyrimidin-2-yl)acetamide C(#N)C1(CC1)C=1C=C2C(=CC1)C(N(CC21CC1)CC(=O)NC1=NC=C(C=N1)F)=O